C(C)(C)(C)C1=C(C(=CC(=C1)C)C(C)(C)C)O 2,6-Di-tert.-butyl-4-methylphenol